C(#N)C1=C(OC=2C=C3C(N(C=NC3=CC2)CCC2CCN(CC2)C(=O)OC(C)(C)C)=O)C(=CC=C1F)F tert-butyl 4-[2-[6-(2-cyano-3,6-difluoro-phenoxy)-4-oxo-quinazolin-3-yl]ethyl]piperidine-1-carboxylate